[Cl-].C[N+](CCCCCCCCCCCCCC)(C)C N,N,N-trimethyl-N-tetradecylammonium chloride